N(C1=CC=CC=C1)CCCCCCCCCCCCCC anilinotetradecane